Dihydroxyethyloleylglycinat OC(CN(CC(=O)[O-])CCCCCCCC\C=C/CCCCCCCC)O